N-[6-[4-fluoro-3-(1H-indazol-5-ylamino)indazol-1-yl]-2-pyridinyl]-1-methyl-pyrazole-4-carboxamide FC1=C2C(=NN(C2=CC=C1)C1=CC=CC(=N1)NC(=O)C=1C=NN(C1)C)NC=1C=C2C=NNC2=CC1